2-amino-5-(3-((tert-Butoxycarbonyl)amino)propoxy)-4-methoxybenzoic acid methyl ester COC(C1=C(C=C(C(=C1)OCCCNC(=O)OC(C)(C)C)OC)N)=O